BrC1=C(C=CC(=C1Cl)CC=1SC(=CC1)CC)CO (2-bromo-chloro-4-((5-ethylthiophen-2-yl)methyl)phenyl)methanol